FC1=C(C=CC(=C1)OC1=NC=CC(=C1)C(F)(F)F)CCNC1=NC=NC2=CC=CC=C12 N-[2-(2-fluoro-4-{[4-(trifluoromethyl)-pyridin-2-yl]oxy}phenyl)ethyl]quinazolin-4-amine